tert-butyl (3R,5R)-4-(3-fluoro-5-methoxyphenyl)-3,5-dimethylpiperazine-1-carboxylate FC=1C=C(C=C(C1)OC)N1[C@@H](CN(C[C@H]1C)C(=O)OC(C)(C)C)C